N1CCC(=CC1)B1OC(C)(C)C(C)(C)O1 1,2,3,6-Tetrahydropyridine-4-boronic acid pinacol ester